S(N)(OC[C@@H]1[C@H](C[C@@H](C1)NC1=NC=NC=C1C(=O)C=1OC(=CC1)CC1=CC(=CC=C1)Cl)O)(=O)=O [(1R,2S,4R)-4-({5-[5-(3-chlorobenzyl)-2-furoyl]pyrimidin-4-yl}amino)-2-hydroxycyclopentyl]methyl sulfamate